C1CC(=O)N(C1)CCCN N-(3-Aminopropyl)-2-pyrrolidinone